C1(CC(=O)OC(C2=CC=CC=C2)O1)=O 2-benzylidene malonate